N-(2-hydroxyethoxy)-1-methyl-2-((6-methyl-4,5,6,7-tetrahydrobenzo[d]thiazol-2-yl)amino)-1H-benzo[d]imidazole-5-carboxamide OCCONC(=O)C1=CC2=C(N(C(=N2)NC=2SC3=C(N2)CCC(C3)C)C)C=C1